N(=[N+]=[N-])CCOCCOCCC(C(=O)N)CCCC(CS(=O)(=O)C1=CC=C(C=C1)C(F)(F)F)O 2-(2-(2-(2-azidoethoxy)ethoxy)ethyl)-6-hydroxy-7-((4-(trifluoromethyl)phenyl)sulfonyl)heptanamide